acrylic acid barium [Ba].C(C=C)(=O)O